3-(phenylsulfonyl)-4-(o-tolyl)quinoline C1(=CC=CC=C1)S(=O)(=O)C=1C=NC2=CC=CC=C2C1C1=C(C=CC=C1)C